1,2-dihydro-1,8-naphthyridine-3-carboxamide N1CC(=CC2=CC=CN=C12)C(=O)N